(4-(Cyclopropanecarbonyl)piperazin-1-yl)(6,8-difluoro-4-(1,4-dioxa-8-azaspiro[4.5]decan-8-yl)quinolin-3-yl)methanone C1(CC1)C(=O)N1CCN(CC1)C(=O)C=1C=NC2=C(C=C(C=C2C1N1CCC2(OCCO2)CC1)F)F